2-Amino-7-(4-fluorobenzyl)-9-((2R,3R,5S)-3-hydroxy-5-(hydroxymethyl)tetrahydrofuran-2-yl)-7,9-dihydro-8H-purin-8-on NC1=NC=C2N(C(N(C2=N1)[C@@H]1O[C@@H](C[C@H]1O)CO)=O)CC1=CC=C(C=C1)F